CN1C(=NC2=NC=C(C(=C21)C#N)OC=2C=NN1C2C=NC=C1)NC1=CC(=C(C=C1)CN1CCCC1)C(F)(F)F 1-methyl-6-(pyrazolo[1,5-a]pyrazin-3-yloxy)-2-((4-(pyrrolidin-1-ylmethyl)-3-(trifluoromethyl)phenyl)amino)-1H-imidazo[4,5-b]pyridine-7-carbonitrile